tert-butyl-(3,3-dimethylhex-4-ynoxy)-diphenyl-silane C(C)(C)(C)[Si](C1=CC=CC=C1)(C1=CC=CC=C1)OCCC(C#CC)(C)C